7-(4-fluorophenyl)-3-methyl-5-(3,3,3-trifluoroprop-1-en-2-yl)-2,3-dihydrofuro[2,3-c]pyridine-3-carboxamide FC1=CC=C(C=C1)C=1N=C(C=C2C1OCC2(C(=O)N)C)C(=C)C(F)(F)F